FC1=C(C(=O)O)C=CC=C1C1CN(CC1)C1=CC=NC=C1 2-fluoro-3-(1-(pyridin-4-yl)pyrrolidin-3-yl)benzoic acid